N-((3S,5R)-5-(1,2,4-oxadiazol-3-yl)piperidin-3-yl)-5-cyclopropyl-N-isobutyl-3-(oxocyclobutan-3-ylamino)pyridinecarboxamide O1N=C(N=C1)[C@@H]1C[C@@H](CNC1)N(C(=O)C1=NC=C(C=C1NC1CC(C1)=O)C1CC1)CC(C)C